C(C=C)(=O)N1C[C@H](C[C@@H]1COC)N1N=C(C(=C1NC)C(=O)N)C#CC1=CC2=C(N(C=N2)C(C)C)C=C1F 1-((3S,5R)-1-Acryloyl-5-(methoxymethyl)pyrrolidin-3-yl)-3-((6-fluoro-1-isopropyl-1H-benzo[d]imidazol-5-yl)ethynyl)-5-(methylamino)-1H-pyrazole-4-carboxamide